tert-butyl (E)-1,3-dihydro-isoindole-2-carboxylate C1N(CC2=CC=CC=C12)C(=O)OC(C)(C)C